7-((5-azaspiro[2.4]heptan-5-yl)methyl)-N-(3-(3-(cyanomethyl)-1-(4-methyl-4H-1,2,4-triazol-3-yl)cyclobutyl)phenyl)-1H-pyrrolo[3,2-b]pyridine-5-carboxamide C1CC12CN(CC2)CC2=C1C(=NC(=C2)C(=O)NC2=CC(=CC=C2)C2(CC(C2)CC#N)C2=NN=CN2C)C=CN1